C1(CCC(N1C1=C(C(=O)O)C=CC=N1)=O)=O succinimidyl-nicotinic acid